N1=CC=CC2=CC(=CC=C12)CCC1=CC=CC=C1 1-(6-quinolyl)-2-phenylethane